FC1=C(C=CC=C1)B1OC(C(O1)(C)C)(C)C 2-(2-fluorophenyl)-4,4,5,5-tetramethyl-1,3,2-dioxaborolane